6-(4-ethyl-3-(hydroxymethyl)-5-oxo-4,5-dihydro-1H-1,2,4-triazol-1-yl)-7-fluoro-4-isopropyl-2-(3-methylisothiazol-4-yl)isoquinolin-1(2H)-one C(C)N1C(=NN(C1=O)C=1C=C2C(=CN(C(C2=CC1F)=O)C=1C(=NSC1)C)C(C)C)CO